C(OC1=CC(=CC=2N(C=NC21)C[C@H]2OCC2)C(=O)O)([2H])([2H])[2H] 4-(methoxy-d3)-1-(((S)-oxetan-2-yl)methyl)-1H-benzo[d]imidazole-6-carboxylic acid